NCCNCCNCCN1CCNCC1 1-[2-[[2-[(2-aminoethyl)amino]ethyl]-amino]ethyl]-piperazine